CN(C)CC=1C=CC(=NC1)S(=O)(=O)N 5-((dimethylamino)methyl)pyridine-2-sulfonamide